(S)-4-((2-fluoropyridin-3-yl)methyl)-N-(5-methyl-4-oxo-7-((tetrahydro-2H-pyran-4-yl)ethynyl)-2,3,4,5-tetrahydrobenzo[b][1,4]oxazepin-3-yl)pyridineamide FC1=NC=CC=C1CC1=CC(=NC=C1)C(=O)N[C@@H]1C(N(C2=C(OC1)C=CC(=C2)C#CC2CCOCC2)C)=O